5-morpholinopyrimidine-2,4(1H,3H)-dione O1CCN(CC1)C=1C(NC(NC1)=O)=O